(3R)-3-{[2-(2-Fluoropyridin-4-yl)[1,2,4]triazolo[1,5-c]quinazolin-5-yl]amino}azepin-2-one FC1=NC=CC(=C1)C1=NN2C(=NC=3C=CC=CC3C2=N1)NC=1C(N=CC=CC1)=O